CN(C(=O)[C@@H]1CC[C@H]2N1C([C@H](CNCC2)NC(OC(C)(C)C)=O)=O)C2=CC=CC=C2 tert-butyl ((5S,8S,10aR)-8-(methyl(phenyl)carbamoyl)-6-oxodecahydropyrrolo[1,2-a][1,5]diazocin-5-yl)carbamate